NC1CN(C1)C=1C=C2C(=CC(=NC2=C(C1)F)C(C)C)N(C=1SC(=C(N1)C1=CC=C(C=C1)F)C#N)CC 2-((6-(3-Aminoazetidin-1-yl)-8-fluoro-2-isopropylquinolin-4-yl)(ethyl)amino)-4-(4-fluorophenyl)thiazole-5-carbonitrile